Tetra-methyl-ammonium C[N+](C)(C)C